CN(N)C=1C2=C(N=CN1)C(=CS2)C2=CC=CC=C2 1-methyl-1-(7-phenylthieno[3,2-d]pyrimidin-4-yl)hydrazine